2-β-hydroxyethyl-1,4-phenylenediamine OCCC1=C(C=CC(=C1)N)N